CC1=C(C(=NC=C1)N(S(=O)(=O)C)C)CNC1=NC(=NC=C1C(F)(F)F)NC1=CC=C(C(=O)N)C=C1 4-({4-[({4-methyl-2-[methyl(methylsulfonyl)amino]pyridin-3-yl}methyl)amino]-5-(trifluoromethyl)pyrimidin-2-yl}amino)benzamide